1-[(1-tert-butoxycarbonyl-4-piperidyl)methoxy]cyclopropanecarboxylic Acid C(C)(C)(C)OC(=O)N1CCC(CC1)COC1(CC1)C(=O)O